1,1-bis(3,5-dimethyl-4-hydroxy-phenyl)ethane CC=1C=C(C=C(C1O)C)C(C)C1=CC(=C(C(=C1)C)O)C